C1=CC=CC2=[NH+]C3=CC=CC=C3C(=C12)C(=O)[O-] acridinium-9-carboxylate